CN1CC=2C(=NN3C2C(NCC3)=O)CC1C N,3-Dimethyl-10-oxo-1,2,3,4,7,8,9,10-octahydropyrido[4',3':3,4]Pyrazolo[1,5-a]Pyrazine